2-(hydroxymethyl)propan OCC(C)C